C(C(C)C)C1=CC=CC=C1 i-butylbenzene